N[C@H](C)C=1C=C(C=C2C(N(C(=NC12)[C@@H]1OCCC1)C1CC1)=O)F 8-((R)-1-aminoethyl)-3-cyclopropyl-6-fluoro-2-((R)-tetrahydrofuran-2-yl)quinazolin-4(3H)-one